2-fluoro-4-(6-methyl-1,2,3,4-tetrahydroquinolin-2-yl)benzenesulfonamide FC1=C(C=CC(=C1)C1NC2=CC=C(C=C2CC1)C)S(=O)(=O)N